C(C)(C)N1C[C@H](OC2(C1)CCN(CC2)C(=O)OC(C)(C)C)C (R)-tert-butyl 4-isopropyl-2-methyl-1-oxa-4,9-diazaspiro[5.5]undecane-9-carboxylate